trans-4-methyl-2-(2-methyl-1-propenyl)tetrahydropyran tert-butyl-(2'S,4R)-2-formyl-2'-methyl-spiro[6,7-dihydrothieno[3,2-c]pyran-4,4'-piperidine]-1'-carboxylate C(C)(C)(C)OC(=O)N1[C@H](C[C@@]2(CC1)OCCC1=C2C=C(S1)C=O)C.C[C@H]1C[C@@H](OCC1)C=C(C)C